2-Amino-4-[5-chloro-3-[[(2S)-1-methylpyrrolidin-2-yl]methoxy]-7,9-dihydrofuro[3,4-f]quinazolin-6-yl]-7-fluoro-benzothiophene-3-carbonitrile NC=1SC2=C(C1C#N)C(=CC=C2F)C=2C1=C(C=3C=NC(=NC3C2Cl)OC[C@H]2N(CCC2)C)COC1